8-methyl-pyrido-[2,3-d]Pyrimidin-7-one CN1C(C=CC2=C1N=CN=C2)=O